C=CCC[C@H](CCC)OC1OCCCC1 2-(((S)-oct-1-en-5-yl)oxy)tetrahydro-2H-pyran